S1C=NC2=C1C=C(C=C2)N(C(=O)NC2=CC(=C(C=C2)F)Cl)CC2=NN=C1N2CCCCC1 1-(Benzo[d]thiazol-6-yl)-3-(3-chloro-4-fluorophenyl)-1-((6,7,8,9-tetrahydro-5H-[1,2,4]triazolo[4,3-a]azepin-3-yl)methyl)urea